6-selenocyanoheptanamide [Se](C#N)C(CCCCC(=O)N)C